1-[(3S)-4-[(7S)-2-[[(2S,4R)-4-fluoro-1-methyl-pyrrolidin-2-yl]methoxy]-7-(3-hydroxy-1-naphthyl)-5,6,7,8-tetrahydroquinazolin-4-yl]-3-methyl-piperazin-1-yl]prop-2-en-1-one F[C@@H]1C[C@H](N(C1)C)COC1=NC=2C[C@H](CCC2C(=N1)N1[C@H](CN(CC1)C(C=C)=O)C)C1=CC(=CC2=CC=CC=C12)O